ClC1=CC(=C2C=CC=NC2=C1)C=1N=CC(=NC1)N1CC2N(C(C1)C2)C(=O)OC(C)(C)C Tert-butyl 3-(5-(7-chloroquinolin-5-yl) pyrazin-2-yl)-3,6-diazabicyclo[3.1.1]heptane-6-carboxylate